FC=1C=NC=CC1NC=1C=NC=2CC(N(C(C2C1)([2H])[2H])C=1C(=CC=2N(N1)C(C=CN2)=O)C)([2H])[2H] 7-(3-((3-fluoropyridin-4-yl)amino)-7,8-dihydro-1,6-naphthyridin-6(5H)-yl-5,5,7,7-d4)-8-methyl-4H-pyrimido[1,2-b]pyridazin-4-one